C1(=CC=CC2=CC=CC=C12)OC(C(=O)C1=CC=CC=C1)C (naphthalen-1-yloxy)-1-phenylpropane-1-one